O1COC2=C1C=CC(=C2)C(C(=O)C2SCCCS2)=C(C2=CC(=CC=C2)F)C2=CC(=CC=C2)F 2-(Benzo[d][1,3]dioxol-5-yl)-1-(1,3-dithian-2-yl)-3,3-bis(3-fluorophenyl)prop-2-en-1-one